2-pyridylethyl-carboxamide N1=C(C=CC=C1)CCC(=O)N